(R)-2-{1,1-dimethyl-2-[(1s,4S)-4-aminocyclohexyl]ethylamino}-1-(m-fluorophenyl)-1-ethanol CC(CC1CCC(CC1)N)(C)NC[C@H](O)C1=CC(=CC=C1)F